CC1COC(CN1C(=O)[O-])C1=CC=NC=2N1N=C(C2)[C@@H]2CC[C@H](CC2)C(F)(F)F 5-methyl-2-[(trans-4-(trifluoromethyl)cyclohexyl)pyrazolo[1,5-a]pyrimidin-7-yl]morpholine-4-carboxylate